((2R)-2-(((tert-butoxycarbonyl) ((R)-1-(naphthalen-1-yl) ethyl) amino) methyl) chroman-4-yl)-2-methylbenzoate C(C)(C)(C)OC(=O)N([C@H](C)C1=CC=CC2=CC=CC=C12)C[C@@H]1OC2=CC=CC=C2C(C1)OC(C1=C(C=CC=C1)C)=O